[O-]P([O-])OP([O-])[O-].[Ru+3].[Ru+3] ruthenium-ruthenium diphosphite